NC1CCN(CC1)CCCCCCCCOCC(=O)N[C@H](C(=O)N1C(CC(C1)O)C(=O)NCC1=CC=C(C=C1)C1=C(N=CS1)C)C(C)(C)C ((S)-2-(2-((8-(4-aminopiperidin-1-yl)octyl)oxy)acetamido)-3,3-dimethylbutanoyl)-4-hydroxy-N-(4-(4-methylthiazol-5-yl)benzyl)pyrrolidine-2-carboxamide